CC1=C(C=CC=C1C1=CC=2C(=NC(=CC2)C=O)O1)C1=CC=CC=C1 2-(2-methylbiphenyl-3-yl)furo[2,3-b]pyridine-6-carbaldehyde